N[S@@](=NC(CC1=C(C=C(C=C1C(C)C)F)C1=CC=CC=C1)=O)(=O)C1=CC=C(C=C1)CNC (S)-N-(amino(4-((methylamino)methyl)phenyl)(oxo)-λ6-sulfaneylidene)-2-(5-fluoro-3-isopropyl-[1,1'-biphenyl]-2-yl)acetamide